mercury mercurous chloride [Hg]Cl.[Hg]